N1CCCC12CN(CC2)C2=C1C(=NC=C2)N(C=C1C1=CN=NC=C1)COCC[Si](C)(C)C 2-[[4-(1,7-diazaspiro[4.4]nonan-7-yl)-3-pyridazin-4-yl-pyrrolo[2,3-b]pyridin-1-yl]methoxy]ethyl-trimethyl-silane